L-(+)-Lactic acid sodium salt [Na+].C([C@@H](O)C)(=O)[O-]